BrCC1=NC(=CC(=C1)NC(CCCCC(=O)[O-])=O)CBr 6-((2,6-bis(bromomethyl) pyridin-4-yl) amino)-6-oxohexanoate